OC(C)C1OCC(C1O)O (1-hydroxyethyl)oxolane-3,4-diol